2-{[(3-fluoro(2-pyridyl))cyclobutyl]amino}-4-(trifluoromethyl)pyrimidine-5-carboxamide FC=1C(=NC=CC1)C1(CCC1)NC1=NC=C(C(=N1)C(F)(F)F)C(=O)N